SC[C@H](CO)OC (S)-3-mercapto-2-methoxypropane-1-ol